9-[(3-carbamoylphenyl)methyl]-3-propyl-2,3,4,9-tetrahydro-1H-carbazole-8-carboxylic acid C(N)(=O)C=1C=C(C=CC1)CN1C2=C(C=CC=C2C=2CC(CCC12)CCC)C(=O)O